1-[8-fluoro-4-(8-fluoro-3-quinolyl)-2,2-dimethyl-quinazolin-1-yl]ethanone FC=1C=CC=C2C(=NC(N(C12)C(C)=O)(C)C)C=1C=NC2=C(C=CC=C2C1)F